Benzyl 3,3-dimethyl-5-phenyl-4-(4-phenylbutylcarbamoyl)piperazine-1-carboxylate Benzyl-3,3-dimethyl-5-oxopiperazine-1-carboxylate C(C1=CC=CC=C1)OC(=O)N1CC(NC(C1)=O)(C)C.CC1(CN(CC(N1C(NCCCCC1=CC=CC=C1)=O)C1=CC=CC=C1)C(=O)OCC1=CC=CC=C1)C